6-(3-trifluoromethylpyridin-2-yl)-3-amino-2-pyrazinecarboxylic acid methyl ester COC(=O)C1=NC(=CN=C1N)C1=NC=CC=C1C(F)(F)F